O=C1NC(CCC1N1C(C2=CC=C(C=C2C1)C#CCCCCCCN1CCN(CC1)C1=NC=C(C(=O)N2CCC(CC2)CCCCNC(\C=C\C=2C=NC=CC2)=O)C=C1)=O)=O (E)-N-(4-(1-(6-(4-(8-(2-(2,6-dioxopiperidin-3-yl)-1-oxoisoindolin-5-yl)oct-7-yn-1-yl)piperazin-1-yl)nicotinoyl)piperidin-4-yl)butyl)-3-(pyridin-3-yl)acrylamide